N8-(3-chloro-5-(trifluoromethyl)phenyl)-N2-(1-methylcyclopentyl)-9-(pyrrolidin-3-yl)-9H-purine-2,8-diamine ClC=1C=C(C=C(C1)C(F)(F)F)NC=1N(C2=NC(=NC=C2N1)NC1(CCCC1)C)C1CNCC1